1-(4-(4-(((3S,4R)-3-hydroxy-4-((5-(trifluoromethyl)pyridin-2-yl)amino)piperidin-1-yl)sulfonyl)phenyl)pyridin-2-yl)piperazin-2-one O[C@H]1CN(CC[C@H]1NC1=NC=C(C=C1)C(F)(F)F)S(=O)(=O)C1=CC=C(C=C1)C1=CC(=NC=C1)N1C(CNCC1)=O